(R)-2-(5-(6-aminopyridin-2-yl)-1H-tetrazol-1-yl)propan-1-ol NC1=CC=CC(=N1)C1=NN=NN1[C@@H](CO)C